NC=1SC2=C(N1)C=CC(=C2)C2(C(NC(N2)=O)=O)C(F)(F)F 5-(2-amino-1,3-benzothiazol-6-yl)-5-(trifluoromethyl)imidazolidine-2,4-dione